Ethyl 3-bromo-1-(3-Chloro-2-pyridinyl)-1H-pyrazole-5-carboxylate BrC1=NN(C(=C1)C(=O)OCC)C1=NC=CC=C1Cl